NC=1C=CC=C2CN(C(C12)=O)C1C(NC(CC1)=O)=O 3-(7-amino-1-oxo-isoindolin-2-yl)piperidine-2,6-dione